ClC1=CC2=C(C(=N1)C(=C)C)N(C(N2C)=O)C 6-chloro-1,3-dimethyl-4-(prop-1-en-2-yl)-1,3-dihydro-2H-imidazo[4,5-c]pyridin-2-one